C(C)(=O)N1CCN(CC1)C1=CC=C(C=C1)NC1=NC=C(C(=N1)N1CCC2(CCNC2=O)CC1)C 8-(2-((4-(4-acetylpiperazin-1-yl)phenyl)amino)-5-methylpyrimidin-4-yl)-2,8-diazaspiro[4.5]decan-1-one